ethyl (E)-3-(4-methyl-1H-imidazol-5-yl)acrylate CC=1N=CNC1/C=C/C(=O)OCC